CN1C(=NN=C1C)CNC(=O)CN1C(=NC2=C3CC[C@@H](N(C3=CC=C21)C(=O)OC)C)CCN2N=CC=C2 methyl (7S)-3-({[(4,5-dimethyl-4H-1,2,4-triazol-3-yl)methyl]carbamoyl}methyl)-7-methyl-2-[2-(1H-pyrazol-1-yl)ethyl]-3H,6H,7H,8H,9H-imidazo[4,5-f]quinoline-6-carboxylate